tert-butyl (2R,4S)-4-[2-(4-chloro-3-fluorophenoxy)acetamido]-2-[5-(4-chlorophenyl)-1,3,4-oxadiazol-2-yl]pyrrolidine-1-carboxylate ClC1=C(C=C(OCC(=O)N[C@H]2C[C@@H](N(C2)C(=O)OC(C)(C)C)C=2OC(=NN2)C2=CC=C(C=C2)Cl)C=C1)F